5-(3-(2-Aminoethoxy)-5,7-dihydro-6H-pyrrolo[3,4-b]pyridin-6-yl)-4-(trifluoromethyl)pyridazin-3(2H)-one NCCOC=1C=C2C(=NC1)CN(C2)C2=C(C(NN=C2)=O)C(F)(F)F